ClC=1C(=C(C(=CC1)OC)C1=CC(=NC=C1C(=O)NC=1SC(=NN1)CC)C)F 4-(3-Chloro-2-fluoro-6-methoxyphenyl)-N-(5-ethyl-1,3,4-thiadiazol-2-yl)-6-methylnicotinamide